tert-butyl ((R)-1-(6-chloro-7-((S)-1-(1,3-dioxoisoindolin-2-yl)-2-methoxyethyl)imidazo[1,2-b]pyridazin-2-yl)-2-((1,1,1-trifluoro-2-methylpropan-2-yl)oxy)ethyl)carbamate ClC=1C(=CC=2N(N1)C=C(N2)[C@H](COC(C(F)(F)F)(C)C)NC(OC(C)(C)C)=O)[C@@H](COC)N2C(C1=CC=CC=C1C2=O)=O